tert-butyl (R)-4-(3-(3-(1-(2-amino-5-morpholino-6-oxo-1,6-dihydropyridine-3-carbothioamido)ethyl)-2-fluorophenyl)-3,3-difluoropropyl)piperidine-1-carboxylate NC=1NC(C(=CC1C(N[C@H](C)C=1C(=C(C=CC1)C(CCC1CCN(CC1)C(=O)OC(C)(C)C)(F)F)F)=S)N1CCOCC1)=O